C(C)(=O)C1=C(C=C(S1)C(C(C(=O)OC)C)C1=CC(=C(C=C1)C)COCC1=CC=C(C=C1)OC)F Methyl 3-(5-Acetyl-4-fluorothiophen-2-yl)-3-(3-{[(4-Methoxybenzyl) oxy] methyl}-4-methylphenyl)-2-Methylpropanoate